C(CCCCCCCCCC=CCCCC)O 11-hexadecen-1-ol